(4-(2-(4-morpholinophenylamino)thieno[3,2-d]pyrimidin-7-yl)phenyl)methanol O1CCN(CC1)C1=CC=C(C=C1)NC=1N=CC2=C(N1)C(=CS2)C2=CC=C(C=C2)CO